imidazole-2-carboxamide Formate C(=O)O.N1C(=NC=C1)C(=O)N